4-(bromomethyl)-2-fluoropyridine BrCC1=CC(=NC=C1)F